C(CCC)SNC(=S)NSCCCC 1,3-dibutylthiothiourea